tert-butyl 3-[3-carbamoyl-2-(4-phenoxyphenyl)-2H-pyrazolo[4,3-b]pyridin-7-yl]-2,5-dihydro-1H-pyrrole-1-carboxylate C(N)(=O)C=1N(N=C2C1N=CC=C2C=2CN(CC2)C(=O)OC(C)(C)C)C2=CC=C(C=C2)OC2=CC=CC=C2